C(C1=CC=CC=C1)=C1CCC(C12CO2)(C)C 7-benzylidene-4,4-dimethyl-1-oxaspiro[2.4]heptane